(1S,4S)-5-[8-(benzyloxy)-7-bromo-6-cyclopropyl-2-(dodecylsulfanyl)quinazolin-4-yl]-2,5-diazabicyclo[2.2.1]heptane C(C1=CC=CC=C1)OC=1C(=C(C=C2C(=NC(=NC12)SCCCCCCCCCCCC)N1[C@@H]2CN[C@H](C1)C2)C2CC2)Br